N[C@H](C=1OC2=C(N1)C=C(C=C2)[C@@H](CO[Si](C)(C)C(C)(C)C)N2C(N[C@@H](C2)C(F)(F)F)=O)C2CCC(CC2)(F)F (S)-1-((S)-1-(2-((S)-Amino(4,4-difluorocyclohexyl)methyl)benzo[d]oxazol-5-yl)-2-((tert-butyldimethylsilyl)oxy)ethyl)-4-(trifluoromethyl)imidazolidin-2-one